3-(1-oxo-4-((4-phenylpiperazin-1-yl)methyl)isoindolin-2-yl)piperidine-2,6-dione O=C1N(CC2=C(C=CC=C12)CN1CCN(CC1)C1=CC=CC=C1)C1C(NC(CC1)=O)=O